2-(2-methoxy-6-methyl-phenyl)-4,4,5,5-tetramethyl-1,3,2-dioxaborolane COC1=C(C(=CC=C1)C)B1OC(C(O1)(C)C)(C)C